FC1=C(C=CC(=C1)F)F 1,2,5-trifluorobenzene